(S)-3-isopropyl-N-(1-phenylethyl)-6-(piperidin-4-ylthio)imidazo[1,2-a]pyrazin-8-amine hydrochloride salt Cl.C(C)(C)C1=CN=C2N1C=C(N=C2N[C@@H](C)C2=CC=CC=C2)SC2CCNCC2